2'-(methylsulfonyl)-[1,1'-biphenyl]-4-carboxylic acid CS(=O)(=O)C1=C(C=CC=C1)C1=CC=C(C=C1)C(=O)O